tert-butyl 4-(2-(8-fluoro-2-methylimidazo[1,2-a]pyridin-6-yl)-4-oxo-3,4-dihydrothieno[2,3-d]pyrimidin-6-yl)piperidine-1-carboxylate FC=1C=2N(C=C(C1)C=1NC(C3=C(N1)SC(=C3)C3CCN(CC3)C(=O)OC(C)(C)C)=O)C=C(N2)C